FC1=CC=CC=2C3=C(OC21)C=CC(=C3)[C@@H](C)NC3=CN=C(N(C3=O)CC(=O)OCC)C3=C(C=CC=C3)F ethyl (R)-2-(5-((1-(6-fluorodibenzo[b,d]furan-2-yl)ethyl)amino)-2-(2-fluorophenyl)-6-oxopyrimidin-1(6H)-yl)acetate